[N+](=O)(OC(C)(C)C)[O-] tert-butyl nitrate